FC=1C(=C2CN(CC2=CC1)C(CN1CCOCC1)=O)N1N=C2C(=CC1=O)NN=C2C2=CC=C(C=C2)N2CCN(CC2)C 5-(5-Fluoro-2-(2-morpholinoacetyl)isoindolin-4-yl)-3-(4-(4-methylpiperazin-1-yl)phenyl)-1H-pyrazolo[4,3-c]pyridazin-6(5H)-on